C(C)(C)(C)C=1C(=C(C=2C=CC3=CC=CC=C3C2C1)C1=CC=CC=C1)C1=CC=CC=C1 tert-butyldiphenylphenanthrene